C(C)(C)(C)OC(=O)N1CCC(CC1)C1=CC=C(C=C1)NC1C(NC(CC1)=O)=O (4-{4-[(2,6-Dioxopiperidin-3-yl)amino]phenyl}piperidin-1-yl)carboxylic acid tert-butyl ester